C(C)(CC)C(C(=O)[O-])(C(=O)[O-])C.[Ba+2] barium 2-(sec-butyl)-2-methylmalonate